(+-)-5,6-DIHYDRO-4-METHYL-2-PRENYL-2H-PYRAN CC1=C[C@H](OCC1)CC=C(C)C |r|